1,1-bis(2-hydroxyethyl)piperazin-1-ium OCC[N+]1(CCNCC1)CCO